C(C1=CC=CC=C1)C1(C[C@@H]2[C@@H](CN(C2)CC(O)C2=CC=C(C(=N2)F)O)C1)OC rac-6-(2-((3aR,5r,6aS)-5-benzyl-5-methoxyhexahydrocyclopenta[c]pyrrol-2(1H)-yl)-1-hydroxyethyl)-2-fluoropyridin-3-ol